C(C1=CC=C(N)C=C1)C1=CC=C(N)C=C1 4,4'-methylenedi-aniline